FC1=C2C(NC(=NC2=CC(=C1F)N[C@@H]1C[C@H](C1)OC)CSC1CCOCC1)=O 5,6-Difluoro-7-(((trans)-3-methoxycyclobutyl)amino)-2-(((tetrahydro-2H-pyran-4-yl)thio)methyl)quinazolin-4(3H)-one